(E)-N-(3-(3-cyano-2-(2-fluoro-4-formyl-5-methylstyryl)pyridin-4-yl)-2-methylphenyl)-5-formylpicolinamide C(#N)C=1C(=NC=CC1C=1C(=C(C=CC1)NC(C1=NC=C(C=C1)C=O)=O)C)\C=C\C1=C(C=C(C(=C1)C)C=O)F